NC1=NC=C(C2=C1C(=C(N2C)C2=C(C=C(C=C2)NC(C=C)=O)Cl)C2=CC(=C(C=C2)OC2=NC=C(C(=N2)C)Cl)F)C#N N-(4-(4-amino-3-(4-((5-chloro-4-methylpyrimidin-2-yl)oxy)-3-fluorophenyl)-7-cyano-1-methyl-1H-pyrrolo[3,2-c]pyridin-2-yl)-3-chlorophenyl)acrylamide